[Ag].[Ti].[Cu] copper-titanium-silver